C[C@H]1[C@@H]([C@H]([C@H]([C@@H](O1)OC[C@@H]2[C@H]([C@@H]([C@H]([C@@H](O2)OC3=CC(=C4C(=C3)OC(=C(C4=O)OC)C5=CC(=C(C=C5)O)O)O)O)O)O)O)O)O The molecule is a glycosyloxyflavone that is 3',4',5,7-tetrahydroxy-3-methoxyflavone attached to (6-deoxy-alpha-L-mannopyranosyl)-beta-D-glucopyranosyl residue at position 7 via a glycosidic linkage. It is isolated from the whole plant of Lepisorus contortus. It has a role as a metabolite. It is a glycosyloxyflavone, a disaccharide derivative and a trihydroxyflavone.